2'-(4-(tert-butyl)-2-methoxyphenyl)-6-chloro-5'-(5-chloro-2-methylphenyl)-3'-isopropyl-3'H-spiro[indoline-3,4'-pyrrolo[3,4-d]imidazole]-2,6'(5'H)-dione C(C)(C)(C)C1=CC(=C(C=C1)C=1N(C2=C(N1)C(N(C21C(NC2=CC(=CC=C21)Cl)=O)C2=C(C=CC(=C2)Cl)C)=O)C(C)C)OC